ClC(C(F)(F)F)(CF)Cl 2,2-dichloro-1,1,1,3-tetrafluoropropane